COC1=CC=C(C=C1)C1=NOC(=N1)N1CCC(CC1)C(=O)NCC1CN(CC1)CC1COC1 1-(3-(4-Methoxyphenyl)-1,2,4-oxadiazol-5-yl)-N-((1-(oxetan-3-ylmethyl)pyrrolidin-3-yl)methyl)piperidine-4-carboxamide